C1(CCC1)C(N)C1=NC=CC=C1C1=CC=C(C=C1)F cyclobutyl(3-(4-fluorophenyl)pyridin-2-yl)methanamine